C(C)(C)C1=C(C=CC=C1)NC(=S)N\N=C\C=1C=C2C=CN=C(C2=CC1)C(=O)NC1=CC=C(C=C1)OC(F)(F)F 6-[(E)-[(2-isopropylphenyl)thiocarbamoylhydrazono]methyl]-N-[4-(trifluoromethoxy)phenyl]isoquinoline-1-carboxamide